ClC1=CC2=C(N(C(=N2)C2=CC=CC3=CC=CC=C23)C2=NC=C(C=C2)F)C=C1 5-chloro-1-(5-fluoropyridin-2-yl)-2-(naphthalen-1-yl)-1H-benzo[d]imidazole